3',4'-dichloro-[1,1'-biphenyl]-4-carbaldehyde ClC=1C=C(C=CC1Cl)C1=CC=C(C=C1)C=O